N,N'-Distearoylethylenediamine C(CCCCCCCCCCCCCCCCC)(=O)NCCNC(CCCCCCCCCCCCCCCCC)=O